ClC1=CC=C(C(=N1)C(=O)NC1CCN(CC1)C)NC(C)C=1C=2C3=C(N(C(C2C=C(C1)C)=O)C)N(N=C3)CC 6-Chloro-3-((1-(3-ethyl-4,7-dimethyl-5-oxo-4,5-dihydro-3H-pyrazolo[3,4-c]isoquinolin-9-yl)ethyl)amino)-N-(1-methylpiperidin-4-yl)picolinamide